2-[4-{5-chloro-2-[4-(difluoromethyl)-1H-1,2,3-triazol-1-yl]phenyl}-5-methoxy-2-oxopyridin-1(2H)-yl]-N-(2-methyl-2H-indazol-5-yl)pentanamide ClC=1C=CC(=C(C1)C1=CC(N(C=C1OC)C(C(=O)NC1=CC2=CN(N=C2C=C1)C)CCC)=O)N1N=NC(=C1)C(F)F